ClC=1C=NC(=NC1)N[C@H]1CN(CC1)C(=O)C1=CC=C(C=C1)NC(\C=C\C)=O (R,E)-N-(4-(3-((5-chloropyrimidin-2-yl)amino)pyrrolidine-1-carbonyl)phenyl)but-2-enamide